BrCC\C=C/CCCCCCCC(OCCCCC)OCCCCC (3Z)-1-bromo-12,12-dipentyloxy-3-dodecene